ClC=1N(N=C2C=CC(=C(C12)Cl)C1=NNC2=NC(=NC(=C21)C#N)N2[C@H]1CC(C[C@@H]2CC1)NC([O-])=O)C ((1R,3r,5S)-8-(3-(3,4-Dichloro-2-methyl-2H-indazol-5-yl)-4-cyano-1H-pyrazolo[3,4-d]pyrimidin-6-yl)-8-azabicyclo[3.2.1]oct-3-yl)carbamate